BrC=1C=C(C=C(C=O)C1)C=O 5-Bromoisophthalaldehyde